C(C)OC1=CC=CC=2CC(OC21)(C)C 7-ethoxy-2,2-dimethyl-2,3-dihydrobenzofuran